[Cl-].OC1=C(C(NC1=O)=O)C1=CC=[NH+]C=C1 4-(4-hydroxy-2,5-dioxo-2,5-dihydro-1H-pyrrol-3-yl)pyridin-1-ium chloride